CNC(C1=C(C=CC=C1)SC1=CC=C2C(=NNC2=C1)\C=C\C1=NC=CC=C1)=O N-methyl-2-({3-[(E)-2-pyridin-2-ylethenyl]-1H-indazol-6-yl}sulfanyl)benzamide